C(C)(C)OC(NC1=CC=C(C=C1)OC[C@@H]1CN([C@H](O1)C(F)(F)F)C1=CC(=C(C=C1)C#N)C(F)(F)F)=O Isopropyl-(4-(((2R,5S)-3-(4-cyano-3-(trifluoromethyl)phenyl)-2-(trifluoromethyl)oxazolidin-5-yl)methoxy)phenyl)carbamat